(R)-3-methylpyrrolidine C[C@H]1CNCC1